3-[5-[2-(1-adamantyl)-1-methyl-imidazol-4-yl]-1-oxo-isoindolin-2-yl]piperidine-2,6-dione C12(CC3CC(CC(C1)C3)C2)C=2N(C=C(N2)C=2C=C3CN(C(C3=CC2)=O)C2C(NC(CC2)=O)=O)C